4-(6'-chloro-4'-(2-methyl-2,8-diazaspiro[4.5]decan-8-yl)-[3,3'-bipyridin]-6-yl)morpholine ClC1=CC(=C(C=N1)C=1C=NC(=CC1)N1CCOCC1)N1CCC2(CCN(C2)C)CC1